FC1(CN(CC=C1C1=CC2=C(NC(N2C)=O)C=C1)C(=O)OC(C)(C)C)F tert-butyl 3,3-difluoro-4-(3-methyl-2-oxo-2,3-dihydro-1H-benzo[d]imidazol-5-yl)-3,6-dihydropyridine-1(2H)-carboxylate